4-amino[4-14C]Pyrrolo[2,1-f][1,2,4]Triazine N[14C]1=NC=NN2C1=CC=C2